C(C)C=1N(C=2N(C(C1N1CCN(CC1)C(C1=NC=CC=C1O)=O)=O)N=C(N2)N2CCOCC2)CC(=O)NC21CC(C2)(C1)C(C(F)(F)F)(F)F 2-(5-ethyl-6-(4-(3-hydroxypicolinoyl)piperazin-1-yl)-2-morpholino-7-oxo-[1,2,4]triazolo[1,5-a]pyrimidin-4(7H)-yl)-N-(3-(perfluoroethyl)bicyclo[1.1.1]pentan-1-yl)acetamide